O\N=C\C1=NC=C(C(=O)OC)C(=C1)C Methyl (E)-6-((hydroxyimino)methyl)-4-methylnicotinate